methyl 2-(4-cyano-2-methylphenyl)-3-oxobutanoate C(#N)C1=CC(=C(C=C1)C(C(=O)OC)C(C)=O)C